3-(4-methoxybenzylidene)pyrrolidine-2,5-dione COC1=CC=C(C=C2C(NC(C2)=O)=O)C=C1